CN1CN(C2=NCNC2=C1)CC(C)C 3,7-Dihydro-1-methyl-3-(2-methylpropyl)-1H-purin